6-[4-[(S)-[3-(2-fluoroethoxy)phenyl]-phenylmethyl]piperidine-1-carbonyl]-4H-1,4-benzoxazin-3-one FCCOC=1C=C(C=CC1)[C@@H](C1CCN(CC1)C(=O)C=1C=CC2=C(NC(CO2)=O)C1)C1=CC=CC=C1